CC1=CC=C(C(=C1)CC(C[Si](O[Si](C)(C)C)(O[Si](C)(C)C)C)C)O 4-methyl-6-[2-methyl-3-[1,3,3,3-tetramethyl-1-[(trimethylsilyl)oxy]disiloxanyl]propyl]-phenol